N-(4-(((S)-3-((S)-2,5-dihydrofuran-2-yl)-3-phenethyl-pyrrolidin-1-yl)methyl)phenyl)acetamide O1[C@@H](C=CC1)[C@@]1(CN(CC1)CC1=CC=C(C=C1)NC(C)=O)CCC1=CC=CC=C1